2,2-difluoroethyl (1S,5S)-8-fluoro-7-oxo-1-({2,3',5'-trifluoro-[1,1'-biphenyl]-3-yl}methyl)-9-oxa-2,6-diazaspiro[4.5]decane-2-carboxylate FC1C(N[C@]2(CCN([C@H]2CC=2C(=C(C=CC2)C2=CC(=CC(=C2)F)F)F)C(=O)OCC(F)F)CO1)=O